C(CCCCCCCCCC)C(=O)NCCNCCNCCNCCN N1-undecyl-carbonyl-tetraethylenepentamine